C(=O)(O)C=1SC=CN1 2-carboxythiazole